N1N=C(C2=C1COCC2)C(=O)N 4,7-dihydro-1H-pyrano[3,4-c]pyrazole-3-carboxamide